(n-butyl)ammonium hexafluoroantimonate F[Sb-](F)(F)(F)(F)F.C(CCC)[NH3+]